Cl.COC1=NC(=CC(=C1)C(\C(=C\C1=CC(=C(C=C1)OC)O)\C)=O)OC (E)-1-(2,6-dimethoxypyridin-4-yl)-3-(3-hydroxy-4-methoxyphenyl)-2-methylpropan-2-en-1-one hydrochloride